3-(2-bromoethyl)-1H-indole-5-carbonitrile BrCCC1=CNC2=CC=C(C=C12)C#N